4-(2H-tetrazol-5-yl)phenylpiperidin-4-ylpyrazine N=1NN=NC1C1=CC=C(C=C1)C=1C(=NC=CN1)C1CCNCC1